4-oxo-5-propan-2-ylpyridine-3-carboxamide O=C1C(C=NC=C1C(C)C)C(=O)N